NC1=C(C=C(C(=C1)C(F)(F)F)S(=O)(=O)N)S(=O)(=O)N 4-amino-6-trifluoromethyl-benzene-1,3-disulfonamide